FC(COC1=CC(=CC2=C1N=CS2)C(=O)O)(F)F 4-(2,2,2-trifluoroethoxy)-1,3-benzothiazole-6-carboxylic acid